methyl 5-{3-[(3,5-difluorophenyl)methoxy]-5-fluoropyridin-2-yl}-1-methylpyrrole-3-carboxylate FC=1C=C(C=C(C1)F)COC=1C(=NC=C(C1)F)C1=CC(=CN1C)C(=O)OC